4-chloro-1-[2-(4-methyl-sulfonylpiperazin-1-yl)propyl]-6-[[2-[6-(2,2,2-trifluoroethyl)quinazolin-4-yl]-2,7-diazaspiro[3.5]nonan-7-yl]methyl]indole-2-carbonitrile ClC1=C2C=C(N(C2=CC(=C1)CN1CCC2(CN(C2)C2=NC=NC3=CC=C(C=C23)CC(F)(F)F)CC1)CC(C)N1CCN(CC1)S(=O)(=O)C)C#N